(1s,3s)-3-(1-(tert-butyl)-5-((2,2-dioxido-1,3-dihydrobenzo[c]thiophen-5-yl)amino)-1H-pyrazol-3-yl)cyclobutyl (4-nitrophenyl) carbonate C(OC1CC(C1)C1=NN(C(=C1)NC1=CC2=C(CS(C2)(=O)=O)C=C1)C(C)(C)C)(OC1=CC=C(C=C1)[N+](=O)[O-])=O